1,1,2,2,3,3,4,4,4-nonafluoro-N-(1,1,2,2,3,3,3-heptafluoropropylsulfonyl)butane-1-sulfonamide lithium [Li].FC(C(C(C(F)(F)F)(F)F)(F)F)(S(=O)(=O)NS(=O)(=O)C(C(C(F)(F)F)(F)F)(F)F)F